C(CC(O)(C(=O)[O-])CC(=O)[O-])(=O)OCCCCCCCC.[Zn+2] zinc monooctyl citrate